CS(=O)(C)=NC=1C=CC(=C(C1)C=1C2=C(C(N(C1)C)=O)NC(=C2)C(=O)NCC)OC2=CC=C(C=C2)S(=O)(=O)C 4-{5-{[dimethyl(oxo)-λ6-sulfanylidene]amino}-2-[4-(methylsulfonyl)phenoxy]phenyl}-N-ethyl-6-methyl-7-oxo-6,7-dihydro-1H-pyrrolo[2,3-c]pyridine-2-carboxamide